C(C)(C)(C)OC(=O)N1CC(C1)OC=1C=CC(=C2C=C(N=CC12)Cl)[C@](COC)(C)N=[N+]=[N-] (S)-3-((5-(2-azido-1-methoxypropan-2-yl)-3-chloroisoquinolin-8-yl)oxy)azetidine-1-carboxylic acid tert-butyl ester